N1CC(C1)C=1C=CC(=NC1)S(=O)(=O)C(C)(C)C 5-(Azetidin-3-yl)-2-tert-butyl-sulfonyl-pyridine